CC1=CC(=NC=C1)N[C@@H](C)C(=O)O 4-methyl-2-Pyridyl-alanine